3-((S)-4-bromo-5-chloro-6-fluoro-2-phenyl-2,3-dihydrobenzofuran-2-yl)morpholine BrC1=C(C(=CC2=C1C[C@](O2)(C2=CC=CC=C2)C2NCCOC2)F)Cl